2-methyl-1,4-phenylene-bis{4-(2,3-epoxypropoxy)-3-methylbenzoate} CC1=C(C=CC(=C1)C1=C(C(=O)[O-])C=CC(=C1C)OCC1CO1)C1=C(C(=O)[O-])C=CC(=C1C)OCC1CO1